tert-butyl (2S,7R*)-2-[(benzyloxy)methyl]-6-(4-nitrobenzoyloxy)-1,4-oxazocane-4-carboxylate C(C1=CC=CC=C1)OC[C@H]1OCCC(CN(C1)C(=O)OC(C)(C)C)OC(C1=CC=C(C=C1)[N+](=O)[O-])=O